{1-Benzyl-4-[3-(dibenzylamino)-2-fluoro-4-nitrophenyl]piperidin-4-yl}(3,3-difluoro-azetidin-1-yl)methanone C(C1=CC=CC=C1)N1CCC(CC1)(C1=C(C(=C(C=C1)[N+](=O)[O-])N(CC1=CC=CC=C1)CC1=CC=CC=C1)F)C(=O)N1CC(C1)(F)F